C1(CC1)C=1N=NN(C1)[C@H](C(=O)N1[C@@H](C[C@H](C1)O)C(=O)NC(C)C=1SC(=NN1)C1=CC(=CC=C1)F)C(C)(C)C (2S,4R)-1-[(2S)-2-(4-cyclopropyltriazol-1-yl)-3,3-dimethyl-butanoyl]-N-[1-[5-(3-fluorophenyl)-1,3,4-thiadiazol-2-yl]ethyl]-4-hydroxy-pyrrolidine-2-carboxamide